methyl (2S,4R)-1-((4-(4-fluorophenoxy)benzoyl)glycyl)-4-(thiazol-2-yl)pyrrolidine-2-carboxylate FC1=CC=C(OC2=CC=C(C(=O)NCC(=O)N3[C@@H](C[C@H](C3)C=3SC=CN3)C(=O)OC)C=C2)C=C1